6-(1-(ethylamino)ethyl)nicotinonitrile C(C)NC(C)C1=NC=C(C#N)C=C1